CN1C(C2=C(C(=C1)C=1C=CC(=NC1)N1CCC3(CCN(CC3)C(=O)OC(C)(C)C)CC1)C=CN2)=O tert-butyl 9-[5-(6-methyl-7-oxo-6,7-dihydro-1H-pyrrolo[2,3-c]pyridin-4-yl)pyridin-2-yl]-3,9-diazaspiro[5.5]undecane-3-carboxylate